(S)-N1-(7-(allyloxy)-5-methyl-4-oxo-2,3,4,5-tetrahydrobenzo[b][1,4]oxazepin-3-yl)-N2-phenethyloxalamide C(C=C)OC1=CC2=C(OC[C@@H](C(N2C)=O)NC(C(=O)NCCC2=CC=CC=C2)=O)C=C1